ClC1=C(C=CC=C1)C=1C=C2C=NC(=NC2=C(C1)C=1C=C(C=CC1)NC(C=C)=O)C1=CC=CC=C1 N-(3-(6-(2-chlorophenyl)-2-phenylquinazolin-8-yl)phenyl)-acrylamide